(1S,5R)-3-ethylbicyclo[3.2.0]hept-3-ene C(C)C=1C[C@@H]2CC[C@H]2C1